O[C@@H](CC[C@H]([C@H](/C=C/[C@@H]([C@H](C=O)\C(\C)=C\C=C\[C@H](C)C1=NC=CC=C1)C)OC(=O)N1CCN(CC1)C)C)CC=O 4-methylpiperazine-1-carboxylic acid [(2s,3s,4e,6r,7r,10s)-10-hydroxy-3,7-dimethyl-12-oxo-2-[(2e,4e,6s)-6-pyridin-2-ylhept-2,4-dien-2-yl]-1-oxododec-4-en-6-yl] ester